NC=1N=NNC1S 4-amino-5-mercapto-1,2,3-triazole